5-(2,3-difluorophenyl)-N-(((S)-tetrahydrofuran-3-yl)methyl)-1H-indazole-3-carboxamide FC1=C(C=CC=C1F)C=1C=C2C(=NNC2=CC1)C(=O)NC[C@H]1COCC1